C(\C=C/C(=O)[O-])(=O)O.[Na+].[Na+].C(\C=C/C(=O)[O-])(=O)O disodium hydrogen maleate